(biphenylyl)indolocarbazole C1(=C(C=CC=C1)C1=C2C(=CC=C1)N=C1C=CC3=C4C=CC=CC4=NC3=C12)C1=CC=CC=C1